COC1=CC=C(C=C1)C=CC(=O)N1C(OC2(CC2)C1C1=CC=CC=C1)=O 6-(3-(4-methoxyphenyl)acryloyl)-7-phenyl-4-oxa-6-azaspiro[2.4]heptan-5-one